2-mono-dodecyl-acetic acid C(CCCCCCCCCCC)CC(=O)O